FC=1C=C2C(=C(NC2=C(C1)F)C1=CC=C(C=C1)F)C1CC(C1)CNS(=O)(=O)N1C(OCC1)=O N-[[3-[5,7-difluoro-2-(4-fluorophenyl)-1H-indol-3-yl]cyclobutyl]methyl]-2-oxo-oxazolidine-3-sulfonamide